BrC1=C(C=C(C(=O)NC=2C=NC(=CC2)C2=C(C=C(C=C2)C2=NOC(=N2)C)OC)C=C1)OCCN(C)C 4-bromo-3-(2-(dimethylamino)ethoxy)-N-(6-(2-methoxy-4-(5-methyl-1,2,4-oxadiazol-3-yl)phenyl)pyridin-3-yl)benzamide